phenol compound with phosgene C(=O)(Cl)Cl.C1(=CC=CC=C1)O